C(CC)C=1N=NN(C1)CCC[Si](OC)(OC)OC 4-propyl-1-[3-(trimethoxysilyl)propyl]-1,2,3-triazole